[Si](C)(C)(C(C)(C)C)OC1=C(C=C2C3=C(C(OC2=C1)=O)C=C(C(=C3)C)O[Si](C)(C)C(C)(C)C)C 3,8-Bis((t-butyldimethylsilyl)oxy)-2,9-dimethyl-6H-benzo[C]chromen-6-one